C1(CCCCC1)NC(N(C)C)=O 3-cyclohexyl-1,1-dimethylurea